2-(3-(6-isopropylisoquinolin-1-yl)naphthalen-2-yl)propan-2-ol C(C)(C)C=1C=C2C=CN=C(C2=CC1)C=1C(=CC2=CC=CC=C2C1)C(C)(C)O